ClC1=CC=C(C(=N1)C(=O)NS(=O)(=O)C1COC1)N[C@H](C)C=1C=C(C=C2C(N(C(=NC12)N1CC2=CC=C(C=C2C1)F)C)=O)C (R)-6-chloro-3-((1-(2-(5-fluoroisoindolin-2-yl)-3,6-dimethyl-4-oxo-3,4-dihydroquinazolin-8-yl)ethyl)amino)-N-(oxetan-3-ylsulfonyl)picolinamide